BrC=1C(=NC=CC1)C=O bromopyridineformaldehyde